P1C(=CC=C1)C(=O)O.P phosphine (phospholate)